C(C=C)(=O)N1CC(CC1)C=1N=C(N2C1N=CN=C2N)C2=CC=C(C(=O)NC1=NC=CC=C1)C=C2 4-(8-(1-acryloylpyrrolidin-3-yl)-4-aminoimidazo[1,5-a][1,3,5]triazin-6-yl)-N-(pyridin-2-yl)benzamide